CC1=NC2=C(N1C1CC3CCC(C1)N3CC[C@@H](C3=CC=CC=C3)NC(=O)C3COCC3)C=CC=C2 N-{(1S)-3-[3-exo-(2-methyl-1H-benzimidazol-1-yl)-8-azabicyclo[3.2.1]oct-8-yl]-1-phenylpropyl}tetrahydro-3-furancarboxamide